4-chloro-1-(2-(chloromethyl)-3-fluoro-4-methoxyphenyl)-1H-1,2,3-triazole ClC=1N=NN(C1)C1=C(C(=C(C=C1)OC)F)CCl